(S)-1-(5-((2-chloro-3-methylphenyl)thio)pyrazin-2-yl)-4'H,6'H-spiro[piperidine-4,5'-pyrrolo[1,2-b]pyrazol]-4'-amine ClC1=C(C=CC=C1C)SC=1N=CC(=NC1)N1CCC2([C@@H](C=3N(N=CC3)C2)N)CC1